C1(=CC=C(C=C1)C=1N=C2SC3=C(N2C1)C=CC=C3)C 2-(p-tolyl)benzo[d]imidazo[2,1-b]thiazol